ferrocene palladium dichloride [Pd](Cl)Cl.[CH-]1C=CC=C1.[CH-]1C=CC=C1.[Fe+2]